ClC1=C2CCN(CC2=C(C=C1O)O)CC(=O)OC(C)(C)C tert-Butyl 2-(5-Chloro-6,8-dihydroxy-3,4-dihydroisoquinolin-2(1H)-yl)acetate